2-methoxyethan-1-amine COCCN